8-((2-amino-3-chloropyridin-4-yl)thio)-5-((1S)-1-((tert-butylsulfinyl)amino)-1,3-dihydrospiro[indene-2,4'-piperidin]-1'-yl)imidazo[1,2-c]pyrimidin NC1=NC=CC(=C1Cl)SC=1C=2N(C(=NC1)N1CCC3(CC1)[C@@H](C1=CC=CC=C1C3)NS(=O)C(C)(C)C)C=CN2